N-(1-((1R,4S)-4-((3,9-diazaspiro[5.5]undec-3-yl)methyl)cyclohexyl)-3-(difluoromethyl)-1H-pyrazol-4-yl)-5-((S)-3-hydroxypiperidin-1-yl)pyrazolo[1,5-a]pyrimidine-3-carboxamide C1CN(CCC12CCNCC2)CC2CCC(CC2)N2N=C(C(=C2)NC(=O)C=2C=NN1C2N=C(C=C1)N1C[C@H](CCC1)O)C(F)F